C(C1=CC=CC=C1)(C1=CC=CC=C1)[C@@H]1N=C(OC1)[C@H]([C@H](CC)C)NC(C)=O N-((1S,2S)-1-((S)-4-benzhydryl-4,5-dihydrooxazol-2-yl)-2-methylbutyl)acetamide